C1(=CC=CC=C1)S(=O)(=O)N1C2=NC=C3N(C(N(C3=C2C=C1Br)C1CCC(CC1)(C)NC(OC(C)(C)C)=O)=O)C tert-Butyl N-[4-[10-(benzenesulfonyl)-11-bromo-5-methyl-4-oxo-3,5,8,10-tetrazatricyclo[7.3.0.02,6]dodeca-1,6,8,11-tetraen-3-yl]-1-methyl-cyclohexyl]carbamate